[Ru+2].ClC1C(C(CCC1)(P(C1CCCCC1)C1CCCCC1)Cl)=CC1=C(C=CC=C1)OC(C)C dichloro(2-isopropoxyphenylmethylidene)(tricyclohexylphosphine) ruthenium (II)